(R)-dimethyl((6-(3-methylmorpholino)-2-(1H-pyrazol-3-yl)-pyrimidin-4-yl)imino)-λ6-sulfanone CS(=O)(=NC1=NC(=NC(=C1)N1[C@@H](COCC1)C)C1=NNC=C1)C